1-(2-((5-Bromo-2-((2-methoxy-5-methyl-4-(4-(4-methylpiperazin-1-yl)piperidin-1-yl)Phenyl)amino)pyrimidin-4-yl)amino)phenyl)-2,2,2-trifluoroethane-1-ol BrC=1C(=NC(=NC1)NC1=C(C=C(C(=C1)C)N1CCC(CC1)N1CCN(CC1)C)OC)NC1=C(C=CC=C1)C(C(F)(F)F)O